ClC=1C(=NC=CC1)N1N=C(C=C1C1=NC2=C(C(O1)=O)C=C(C=C2C)C#N)OC 2-[2-(3-chloro-2-pyridyl)-5-methoxy-pyrazol-3-yl]-8-methyl-4-oxo-3,1-benzoxazine-6-carbonitrile